(2R,4S)-2-(2-(5-Aminopent-2-yloxy)-5-fluorophenyl)-4-fluoropyrrolidine-1-carboxylic acid tert-butyl ester C(C)(C)(C)OC(=O)N1[C@H](C[C@@H](C1)F)C1=C(C=CC(=C1)F)OC(C)CCCN